C(CCCCCCCCCCC)C1=CC=C(C=C1)C(C(C)(C)O)=O 1-(4-dodecylphenyl)-2-hydroxy-2-methyl-propane-1-one